2-((2R,6S)-2,6-dimethylmorpholino)pyrimidin-4-amine C[C@H]1O[C@H](CN(C1)C1=NC=CC(=N1)N)C